(2S,4S)-4-fluoro-1-[2-[(3S)-3-[methyl-(3-methyl-5-quinolinyl)amino]pyrrolidin-1-yl]acetyl]pyrrolidine-2-carbonitrile F[C@H]1C[C@H](N(C1)C(CN1C[C@H](CC1)N(C1=C2C=C(C=NC2=CC=C1)C)C)=O)C#N